CC(=C)C(=O)OC1=CC=C(C=C1)C(C2=CC=C(C=C2)OC(=O)C(=C)C)(C(F)(F)F)C(F)(F)F hexafluorobisphenol a dimethacrylate